C1(CC1)C=1N=CC=2C=C3C(=C(C2C1)S(=O)(=O)NCC(C)(C)F)CC(C3)NC3=CC(C3(C)C)=O 3-cyclopropyl-7-[(4,4-dimethyl-3-oxocyclobuten-1-yl)amino]-N-(2-fluoro-2-methylpropyl)-7,8-dihydro-6H-cyclopenta[g]isoquinoline-5-sulfonamide